ClC1=CC=C2C(=C(NC2=C1C=1C(=NN(C1C)C)C)C(=O)OC(C)(C)C)CCCOC1=CC=CC2=CC(=CC=C12)F tertbutyl 6-chloro-3-(3-((6-fluoronaphthalen-1-yl)oxy)propyl)-7-(1,3,5-trimethyl-1H-pyrazol-4-yl)-1H-indole-2-carboxylate